C(C)N1N=CC(=C1)CN1C(=NC2=C1C(=CC(=C2)C(=O)OC)OC)C=2N1CCN(C3=CC=CC(C2)=C13)C(=O)OC(C)(C)C tert-butyl 2-[1-[(1-ethylpyrazol-4-yl)methyl]-7-methoxy-5-methoxycarbonyl-benzimidazol-2-yl]-1,9-diazatricyclo[6.3.1.04,12]dodeca-2,4(12),5,7-tetraene-9-carboxylate